FC=1C=CC2=C([C@@H]3[C@H](O2)C3)C1 (1aR,6bR)-5-fluoro-1a,6b-dihydro-1H-cyclopropa[b]benzofuran